(3R)-N-(3-{5-cyclobutyl-2H-pyrazolo[3,4-b]pyridin-2-yl}-4-fluorophenyl)-3-fluoropyrrolidine C1(CCC1)C1=CC=2C(N=C1)=NN(C2)C=2C=C(C=CC2F)N2C[C@@H](CC2)F